(S)-2-(dimethylamino)-1-(6-fluoro-3-methyl-8-(5-(trifluoromethyl)-1,2,4-oxadiazol-3-yl)-2,3-dihydrobenzo[f][1,4]oxazepin-4(5H)-yl)ethan CN(CCN1[C@H](COC2=C(C1)C(=CC(=C2)C2=NOC(=N2)C(F)(F)F)F)C)C